N-(3-(aminomethyl)-4-(4-methylpiperazin-1-yl)phenyl)-4-((8-methyl-2,3-dihydro-1H-pyrido[2,3-b][1,4]oxazin-7-yl)amino)-2-oxo-1,2-dihydropyridine-3-carboxamide NCC=1C=C(C=CC1N1CCN(CC1)C)NC(=O)C=1C(NC=CC1NC1=C(C2=C(OCCN2)N=C1)C)=O